[Cl-].CC1=C(OC(CCCCC[N+]2=CC(C3=CC=CC=C23)(C)C)=O)C(=CC=C1)C 1-(6-(2,6-dimethylphenoxy)-6-oxohexyl)-3,3-dimethyl-3H-indol-1-ium chloride